C(CCCCCCC)C1=CC=C(C=C1)N(C(C(=C)C)=O)C1=CC=C(C=C1)CCCCCCCC N,N-bis(4-octylphenyl)methacrylamide